S1C=NC=C1CC=1N=C(C2=C(N1)NC=C2)N [(1,3-thiazol-5-yl)methyl]-7H-pyrrolo[2,3-d]pyrimidin-4-amine